dimethoxyphenyl-acetophenone COC(C(=O)C1=CC=CC=C1)(C1=CC=CC=C1)OC